3-[4-amino-5-(trifluoromethyl)pyrrolo[2,1-f][1,2,4]triazin-7-yl]-4-fluoro-N-[(3R,4S)-4-fluoro-1-(2-hydroxy-2-methylpropanoyl)pyrrolidin-3-yl]benzamide NC1=NC=NN2C1=C(C=C2C=2C=C(C(=O)N[C@@H]1CN(C[C@@H]1F)C(C(C)(C)O)=O)C=CC2F)C(F)(F)F